1-(morpholin-4-yl)prop-2-en-1-one 4-(3-hydroxyl-tert-butyl-2-nitrophenyl)-3,6-dihydropyridine-1(2H)-carboxylate OC=1C(=C(C=CC1C(C)(C)C)C=1CCN(CC1)C(=O)O)[N+](=O)[O-].N1(CCOCC1)C(C=C)=O